(7S)-7-tert-butyl-N-[(1R)-3-(4-hydroxy-1-piperidyl)-1-[3-[(1-methylpyrrolidin-3-yl)methylcarbamoyl]phenyl]propyl]-5,6,7,8-tetrahydrothiazolo[5,4-b]quinoline-2-carboxamide C(C)(C)(C)[C@@H]1CC=2C=C3C(=NC2CC1)SC(=N3)C(=O)N[C@H](CCN3CCC(CC3)O)C3=CC(=CC=C3)C(NCC3CN(CC3)C)=O